ClC=1C(=NC(=NC1)NC=1C=C2CCN(CC2=CC1OC)C(C)C)NC(C1=C(C=CC=C1OC)F)=O N-(5-chloro-2-((2-isopropyl-7-methoxy-1,2,3,4-tetrahydroisoquinolin-6-yl)amino)pyrimidin-4-yl)-2-fluoro-6-methoxybenzamide